C(CC1OCCC1)C1OCCC1 2,2'-ethylenebis(tetrahydrofuran)